[3-(3-chloro-4-cyanophenyl)-6-methyl-4-oxo-3H,4H,6H,7H-pyrano[3,4-d]imidazol-6-yl]methyl acetate C(C)(=O)OCC1(CC2=C(N(C=N2)C2=CC(=C(C=C2)C#N)Cl)C(O1)=O)C